(2R)-N-{2-[(4-chlorophenyl)methyl]-2-azaspiro[3.3]heptan-6-yl}-2-methyl-4-[5-(trifluoromethyl)pyrimidin-2-yl]piperazine-1-carboxamide ClC1=CC=C(C=C1)CN1CC2(C1)CC(C2)NC(=O)N2[C@@H](CN(CC2)C2=NC=C(C=N2)C(F)(F)F)C